ClC1=C2C(=NC=C1C#CC1=NC=CC(=C1)F)NC=C2 4-chloro-5-((4-fluoropyridin-2-yl)ethynyl)-1H-pyrrolo[2,3-b]Pyridine